(S)-6-(1-amino-1,3-dihydrospiro[indene-2,4'-piperidin]-1'-yl)-3-(1-(3-(trifluoromethyl)phenyl)cyclopropyl)-1,5-dihydro-4H-pyrazolo[3,4-d]pyrimidin-4-one N[C@@H]1C2=CC=CC=C2CC12CCN(CC2)C=2NC(C1=C(N2)NN=C1C1(CC1)C1=CC(=CC=C1)C(F)(F)F)=O